CN(C)CC=1SC(=C(N1)C(F)(F)F)C1=CC(=NC=C1F)NC1CCN(CC1)S(=O)(=O)C 4-(2-((dimethylamino)methyl)-4-(trifluoromethyl)thiazol-5-yl)-5-fluoro-N-(1-(methylsulfonyl)piperidin-4-yl)pyridin-2-amine